F[B-](F)(F)F.C1(CCC(N1OC(=[N+](C)C)N(C)C)=O)=O 2-succinimidyl-1,1,3,3-tetramethyluronium tetrafluoroborate